C(C)(C)(C)OC(=O)NC1CCC(CC1)N(C(OC(C)(C)C)=O)CC(C1=CC=CC=C1)C=1C=C(C(=CC1)Cl)C1=C(C(=CC=C1C(NC)=O)OCCOC)F tert-butyl ((1r,4r)-4-((tert-butoxycarbonyl)amino)cyclohexyl)(2-(6-chloro-2'-fluoro-3'-(2-methoxyethoxy)-6'-(methylcarbamoyl)-[1,1'-biphenyl]-3-yl)-2-phenylethyl)carbamate